7-chloro-4-(2,6-diisopropylphenyl)-1-((3-fluoro-1-(2-fluoroacryloyl)azetidin-3-yl)methyl)-6-(2-fluoro-6-hydroxyphenyl)-1,4-dihydropyrido[2,3-b]pyrazine-2,3-dione ClC1=CC2=C(N(C(C(N2CC2(CN(C2)C(C(=C)F)=O)F)=O)=O)C2=C(C=CC=C2C(C)C)C(C)C)N=C1C1=C(C=CC=C1O)F